1-(4-(2-(tert-butoxy)-2-oxoethyl)phenyl)piperidine-4-carboxylic acid C(C)(C)(C)OC(CC1=CC=C(C=C1)N1CCC(CC1)C(=O)O)=O